FC=1C(=C(C=CC1)S(=O)(=O)N)C 3-fluoro-2-methyl-benzenesulfonamide